4,5,6-trichloro-2-picolinic acid ClC1=CC(=NC(=C1Cl)Cl)C(=O)O